O=C1NC(=NO1)C(=O)O 5-oxo-4,5-dihydro-1,2,4-oxadiazole-3-carboxylic acid